CN[C@H]1C[C@H](N(CC1)C(=O)N1CC2(CCCC2)[C@@H](CC1)CN1C=NC(=CC1=O)C1=CC=CC=C1)C1=CC=CC=C1 3-(((R)-7-((2S,4R)-4-(Methylamino)-2-phenylpiperidine-1-carbonyl)-7-azaspiro[4.5]decan-10-yl)methyl)-6-phenylpyrimidin-4(3H)-one